(5-(4-ethylphenyl)phenyl)furan C(C)C1=CC=C(C=C1)C=1C=CC=C(C1)C=1OC=CC1